methyl 4-(1-(diphenylphosphoryl)propa-1,2-dien-1-yl)benzoate C1(=CC=CC=C1)P(=O)(C1=CC=CC=C1)C(=C=C)C1=CC=C(C(=O)OC)C=C1